3-(2-fluorophenyl)butanenitrile FC1=C(C=CC=C1)C(CC#N)C